C(C)(C)OC(C1=CC=CO1)OC(C)C furfural diisopropyl acetal